S(OC1=CC=C(C=C1)OCC1=C(C=C(C=C1F)N1N=C(N=C1)C)Cl)(=O)(=O)F 4-((2-chloro-6-fluoro-4-(3-methyl-1H-1,2,4-triazol-1-yl)benzyl)oxy)phenyl sulfurofluoridate